COC1=CC=C(C=C1)C1=CC=C(C=C1)C1(CC1)NC(OC1CN2CCC1CC2)=O 1-azabicyclo[2.2.2]Oct-3-yl [1-(4'-methoxybiphenyl-4-yl) cyclopropyl]Carbamate